Cl.NC1=CC=C(C=C1)C(=O)N1C2CN(CC1CC2)C2=NC=C(C=N2)C(F)(F)F (4-Aminophenyl)(3-(5-(trifluoromethyl)pyrimidin-2-yl)-3,8-diazabicyclo[3.2.1]octan-8-yl)methanone hydrochloride